C1(CC1)C1=C2C=C(C=NC2=NC(=C1)C1=CC2=CN(N=C2C(=C1)F)C)N1C[C@@H](N([C@H](C1)C)C(=O)OC(C)(C)C)C tert-butyl (2S,6S)-4-[5-cyclopropyl-7-(7-fluoro-2-methylindazol-5-yl)-1,8-naphthyridin-3-yl]-2,6-dimethylpiperazine-1-carboxylate